CS(=O)(=O)CCONC(=O)[C@H]1N2C(N([C@H](CC1)C2)OS(=O)(=O)O)=O.[Na] sodium (2S,5R)-N-[2-(methylsulfonyl)ethoxy]-7-oxo-6-(sulfooxy)-1,6-diazabicyclo-[3.2.1]octane-2-carboxamide